3-carboxymethyl-phenylboric acid C(=O)(O)CC=1C=C(C=CC1)OB(O)O